BrC1=C(C#N)C=C(C=C1)O 2-bromo-5-hydroxy-benzonitrile